tert-Butyl 4-[5-[7-fluoro-2-[(1RS)-2-oxo-1-phenyl-2-(thiazol-2-ylamino)ethyl]indazol-6-yl]-2-pyridyl]piperazine-1-carboxylate FC1=C(C=CC2=CN(N=C12)[C@@H](C(NC=1SC=CN1)=O)C1=CC=CC=C1)C=1C=CC(=NC1)N1CCN(CC1)C(=O)OC(C)(C)C |r|